[2,2-dimethylimidazolide] isobutyrate C(C(C)C)(=O)[O-].CC1([N-]C=CN1)C